tert-butylmethyl (2-(methylamino) ethyl)-carbamate CNCCNC(OCC(C)(C)C)=O